COC=1C=C(C=NC1)NC(O[C@H](C)[C@H](C)OC1=CC2=C(N=C(S2)C=2C=C(C=C3C=C(C=NC23)OC)Cl)C(=C1F)Cl)=O (2R,3S)-3-((4-chloro-2-(6-chloro-3-methoxyquinolin-8-yl)-5-fluorobenzo[d]thiazol-6-yl)oxy)butan-2-yl (5-methoxypyridin-3-yl)carbamate